ClC1=C(C=CC(=C1)O)CC(=O)OC methyl 2-(2-chloro-4-hydroxy-phenyl)acetate